tert-butyl (E)-(4-(dimethylamino)-4-oxobut-2-en-1-yl)(3-(4-iodophenoxy)butan-2-yl)carbamate CN(C(/C=C/CN(C(OC(C)(C)C)=O)C(C)C(C)OC1=CC=C(C=C1)I)=O)C